FC=1C=2N(C=CC1)N=C(C2)[C@@H]2N(CCC1=C2N=CN1)C=1N=CC(=NC1)C(=O)OC methyl (R)-5-(4-(4-fluoropyrazolo[1,5-a]pyridin-2-yl)-1,4,6,7-tetrahydro-5H-imidazo[4,5-c]pyridin-5-yl)pyrazine-2-carboxylate